NC1=C(C(=NN1C(C)C)C1=CC=C(C=N1)C(C(=O)OC)=C)C#N Methyl 2-[6-(5-amino-4-cyano-1-isopropylpyrazol-3-yl)pyridin-3-yl]prop-2-enoate